FC=1C(=NC=CC1CN1CC(C1)C1=CC=CC=C1)C=1C=C2CN(C(C2=CC1)=O)C1C(NC(CC1)=O)=O 3-(5-(3-fluoro-4-((3-phenylazetidin-1-yl)methyl)pyridin-2-yl)-1-oxoisoindolin-2-yl)piperidine-2,6-dione